2-(4-fluoro-2,6-dipropylphenyl)acetamide FC1=CC(=C(C(=C1)CCC)CC(=O)N)CCC